C(CCC)C(C(O)(O)O)(CCCC)CCCC.C(C)(OCC)(OCC)OCC triethyl orthoacetate tributyl-orthoacetate